FC1=C(C=C(C=C1)C(CS(=O)(=O)N)(C)O)C=1N=NN(N1)CC1=C(C=CC(=C1)OC(F)(F)F)F 2-(4-fluoro-3-(2-(2-fluoro-5-(trifluoromethoxy)benzyl)-2H-tetrazol-5-yl)phenyl)-2-hydroxypropane-1-sulfonamide